ClC=1C(=C2C(=C(N=C(C2=CN1)O)C1(COC1)O)C)F 6-chloro-5-fluoro-3-(3-hydroxyoxetan-3-yl)-4-methyl-2,7-naphthyridin-1-ol